N-(2-amino-1,2-diphenylethyl)-p-toluenesulfonamide NC(C(C1=CC=CC=C1)NS(=O)(=O)C1=CC=C(C)C=C1)C1=CC=CC=C1